CN1C([C@@H](CC1)NC1=NC=2C=CC=CC2C=2N1N=C(N2)C2=CC(=CC=C2)OC(F)(F)F)=O (3R)-1-methyl-3-({2-[3-(trifluoromethoxy)phenyl][1,2,4]triazolo[1,5-c]quinazolin-5-yl}amino)pyrrolidin-2-one